FC1=CC=C(C=C1)C(C#N)=C1CCN(CC1)C(=O)N1CCC(CC1)O 2-(4-Fluorophenyl)-2-(1-(4-hydroxypiperidin-1-carbonyl)piperidin-4-yliden)acetonitril